ClC=1C=C(NC1)C1=NC(=NO1)[C@H]1CC[C@H](N(C1)C(=O)C1=C(N=CS1)C)C {(2R,5S)-5-[5-(4-chloro-1H-pyrrol-2-yl)-1,2,4-oxadiazol-3-yl]-2-methylpiperidin-1-yl}(4-methyl-1,3-thiazol-5-yl)methanone